CC(CC=O)C=CCCCCCCCCC 3-methyltetradec-4-enal